tert-butyl 4-{cyano[1-(tetrahydro-2H-pyran-2-yl)-1H-indazol-4-yl]methylene}piperidine-1-carboxylate C(#N)C(=C1CCN(CC1)C(=O)OC(C)(C)C)C1=C2C=NN(C2=CC=C1)C1OCCCC1